N1=CN=CC(=C1)C1=CC=C(C[C@@H]2CCNC2)C=C1 (2S,4R)-4-(4-(pyrimidin-5-yl)benzyl)pyrrolidine